C(C)OC(=O)[C@H]1[C@H](C1)CC(CCCOC(C1=CC=CC=C1)=O)(F)F |r| rac-5-((1R,2R)-2-(ethoxycarbonyl) cyclopropyl)-4,4-difluoropentylbenzoate